bis-(4-hydroxyphenyl)-o-diisopropylbenzene OC1=CC=C(C=C1)C1=C(C(=C(C=C1)C(C)C)C(C)C)C1=CC=C(C=C1)O